5-FLUORO-4-METHOXYPYRIMIDIN-2-YLBORONIC ACID FC=1C(=NC(=NC1)B(O)O)OC